C(CCCCCN(C([O-])=S)C1=CC=CC=C1)N(C([O-])=S)C1=CC=CC=C1 hexanediyl-bis(phenylthiocarbamate)